[[(2S)-1-[6-oxo-5-(trifluoromethyl)-1,6-dihydropyridazin-4-yl]pyrrolidin-2-yl]ethoxy]propanoic acid O=C1C(=C(C=NN1)N1[C@@H](CCC1)CCOC(C(=O)O)C)C(F)(F)F